ClC1=C(C=CC=C1)[C@H]1[C@@](O1)(C1=C(C=C(C=C1)F)F)CN1N=CN=C1SCC=C |o1:7,8| rel-1-[[(2R,3S)-3-(2-chloro-phenyl)-2-(2,4-difluorophenyl)-2-oxiranyl]methyl]-5-(2-propen-1-ylthio)-1H-1,2,4-triazole